N1(CCCC1)CCCC1=CC(=CC=C1)CCCN1CCCC1 1,3-bis(3-(pyrrolidin-1-yl)propyl)benzene